C(CC)C1=CN=CC=N1 6-propylpyrazine